FC1=C(C=C2CN(CC(C2=O)C=2C=NC=CC2)S(=O)(=O)C2=CC=CC=C2)C=CC=C1 3-(2-fluorobenzylidene)-5-(3-pyridyl)-N-benzenesulfonyl-4-piperidone